S(=O)(=O)([O-])[O-].C(CCCCCCCCCCC)[NH3+].C(CCCCCCCCCCC)[NH3+] lauryl-ammonium sulfate salt